3-Hydroxybutan-2-yl 6,11-dimethyl-6,11-diazatetracyclo[7.6.1.0^{2,7}.0^{12,16}]hexadeca-1(16),9,12,14-tetraene-4-carboxylate CN1CC(CC2C=3C=CC=C4N(C=C(CC12)C34)C)C(=O)OC(C)C(C)O